N1C(=NC=C1)C(=O)N 1H-imidazole-2-carboxamide